C(CCCCC)C1CC(CC(C1)C)O 3-Hexyl-5-methylcyclohexanol